1,2-diphenyl-2,2-dimethoxyethan-1-one C1(=CC=CC=C1)C(C(OC)(OC)C1=CC=CC=C1)=O